(S)-1-(N-methyl-N-(2-oxo-4-(o-tolyl)-2H-chromen-7-yl)-D-alanyl)piperidine-3-carboxylic acid CN([C@H](C)C(=O)N1C[C@H](CCC1)C(=O)O)C1=CC=C2C(=CC(OC2=C1)=O)C1=C(C=CC=C1)C